2-(1-(but-3-en-1-yl)-1H-pyrazol-4-yl)-5-chloropyrimidine-2,4-diamine C(CC=C)N1N=CC(=C1)C1(NC=C(C(=N1)N)Cl)N